FC1(CC(C1)C1=NN(C(=C1C)NC(CC(C(F)(F)F)(C)C)=O)CC(C)(C)O)F N-(3-(3,3-difluorocyclobutyl)-1-(2-hydroxy-2-methylpropyl)-4-methyl-1H-pyrazol-5-yl)-4,4,4-trifluoro-3,3-dimethylbutanamide